ClC1=CC2=C3C=CC(=CC3=C(N=C2C=C1)C)C 2-chloro-6,8-dimethyl-phenanthridine